O1C(COCC1)COC1=NC(N2C(C3=CC=C(C=C3CC2)C=2OC(=CC2)C)=C1)=O 2-([1,4]Dioxan-2-ylmethoxy)-9-(5-methyl-furan-2-yl)-6,7-dihydro-pyrimido[6,1-a]isoquinolin-4-one